BrC1=C(C=C(C=C1)C1COC1)OC 3-(4-bromo-3-methoxyphenyl)oxetan